sodium 4-(methoxycarbonyl)-5-oxo-2,5-dihydrofuran-3-olate COC(=O)C1=C(COC1=O)[O-].[Na+]